SC(CC1=CC(SS1)CC(CS)S)CS bis(2,3-dimercaptopropyl)dithiol